3-(((1-methylazetidin-3-yl)carbamoyl)oxy)-2-((((9Z,12Z)-octadeca-9,12-dienoyl)-oxy)methyl)propyl (9Z,12Z,15Z)-octadeca-9,12,15-trienoate C(CCCCCCC\C=C/C\C=C/C\C=C/CC)(=O)OCC(COC(NC1CN(C1)C)=O)COC(CCCCCCC\C=C/C\C=C/CCCCC)=O